(E)-5-(4-hydroxystyryl)-1,3-phenylene diacetate C(C)(=O)OC1=CC(=CC(=C1)\C=C\C1=CC=C(C=C1)O)OC(C)=O